ClC=1C=C2C(=NC1OC)C(=C(N2C)C2=NC(=NN2)[C@H](C)N(C)C)N2C=NC=C2 (S)-1-(5-(6-chloro-3-(1H-imidazol-1-yl)-5-methoxy-1-methyl-1H-pyrrolo[3,2-b]-pyridin-2-yl)-1H-1,2,4-triazol-3-yl)-N,N-dimethylethan-1-amine